N1C=CC2=CC3=C(C=C12)OC=1C(C=C2C=CN=C2C1)=C3 pyrano[3,2-f:5,6-f']diindole